CC=1C=C(C=NC1OCC1(CC1)C)C(=O)N1CCN(CC1)C=1OC=2C(=NC(=CC2)C)N1 (5-methyl-6-((1-methylcyclopropyl)methoxy)pyridin-3-yl)(4-(5-methyloxazolo[4,5-b]pyridin-2-yl)piperazin-1-yl)methanone